Cl.FC1=C(C(=O)OC)C=CC(=C1)C1CCNCC1 methyl 2-fluoro-4-(4-piperidyl)benzoate hydrochloride